4-Methoxyphenylethyl 4-(dimethyl (phenyl) silyl)-2,2-difluorobutyrate C[Si](CCC(C(=O)OCCC1=CC=C(C=C1)OC)(F)F)(C1=CC=CC=C1)C